COC(C1=C(C(=CC(=C1)F)C=1C=NC(=CC1)OC)Cl)=O 2-chloro-5-fluoro-3-(6-methoxy-3-pyridinyl)benzoic acid methyl ester